COC1=CC=C(C=C1)C(OC[C@@H]1[C@H]([C@H]([C@@H](O1)N1C(N=C2NC3=C(OC2=C1)C=CC=C3)=O)C(F)(F)F)O)(C3=CC=CC=C3)C3=CC=C(C=C3)OC 3-((2R,3R,4S,5R)-5-((bis(4-methoxyphenyl)(phenyl)methoxy)methyl)-4-hydroxy-3-(trifluoromethyl)tetrahydrofuran-2-yl)-3H-benzo[b]pyrimido[4,5-e][1,4]oxazin-2(10H)-one